O1C=CC2=C1C(=CC=C2)CN2C1=C(SCC2=O)SC(=C1)C(=O)NC1=CNC2=CC=CC=C12 1-(Benzofuran-7-ylmethyl)-N-(1H-indol-3-yl)-2-oxo-2,3-dihydro-1H-thieno[2,3-b][1,4]thiazine-6-carboxamide